C(C)(C)(C)OC(=O)N1CC(C1)OCC(CC(=O)N)N.N1C=NC2=C1C=CC(=C2)N2C(NCC2C2=CC=C(C=C2)C2=CN=C(S2)C2CC2)=O 1-(1H-benzimidazol-5-yl)-5-[4-(2-cyclopropyl-1,3-thiazol-5-yl)phenyl]imidazolidin-2-one tert-butyl-3-(2,4-diamino-4-oxo-butoxy)azetidine-1-carboxylate